C(C=C)(=O)NC1=CC=C(C(=O)NC=2C3=C(NN2)C(N(C3)C(=O)NC(CN(C)C)C3COCC3)(C)C)C=C1 3-(4-acrylamidobenzamido)-N-(2-(dimethylamino)-1-(tetrahydrofuran-3-yl)ethyl)-6,6-dimethyl-4,6-dihydropyrrolo[3,4-c]pyrazole-5(1H)-carboxamide